[Ca].CC(C)CCC[C@@H](C)[C@H]1CC[C@H]2[C@@H]3CC=C4C[C@@H](O)CC[C@]4(C)[C@H]3CC[C@]12C cholesterol, calcium salt